Ethyl (S)-6-(5-(((allyloxy)carbonyl)amino)-4-(2-(hydroxy-methyl)piperidine-1-carbonyl)-2-methoxyphenoxy)hexanoate C(C=C)OC(=O)NC=1C(=CC(=C(OCCCCCC(=O)OCC)C1)OC)C(=O)N1[C@@H](CCCC1)CO